N[C@H](C(=O)OC1CCN(CC1)C)CC1=CNC2=CC=CC=C12 1-methylpiperidin-4-yl (2S)-2-amino-3-(1H-indol-3-yl)propanoate